3-(5-(((2R,3s)-3-aminotetrahydro-2H-pyran-2-yl)methyl)-4-fluoro-1-oxoisoindolin-2-yl)piperidine-2,6-dione N[C@@H]1[C@H](OCCC1)CC=1C(=C2CN(C(C2=CC1)=O)C1C(NC(CC1)=O)=O)F